(E)-10-Benzylidene-6-methoxy-3,3-dimethyl-2,3,4a,9,9a,10-hexahydro-1H-indeno[1,2-c]pyrazolo[1,2-a]pyrazol-1-one C(/C1=CC=CC=C1)=C\1/C2C(N3N1C(CC3(C)C)=O)C=3C=C(C=CC3C2)OC